C(C)(C)(C)C1=NN(C(=C1)NC(NC1=C(C=C(OC2=CC(=NC=C2)C(=O)NC)C=C1)F)=O)C1=CC=CC=C1 4-(4-(3-(3-(tert-butyl)-1-phenyl-1H-pyrazol-5-yl)ureido)-3-fluorophenoxy)-N-methylpyridineamide